BrN1C(=O)NC(=O)C1 N-Bromohydantoin